(2S,3R)-3-[2-(4-methoxyphenyl)ethyl]-3-methyl-4-oxoazetidine-2-carboxylic acid benzyl ester C(C1=CC=CC=C1)OC(=O)[C@H]1NC([C@]1(C)CCC1=CC=C(C=C1)OC)=O